O[C@@H](C)C=1OC(=C(N1)C)C(=O)N1[C@@H](C2=C(CC1)NC=N2)C2=NN1C(C=CC=C1C(F)(F)F)=C2 (2-((S)-1-hydroxyethyl)-4-methyloxazol-5-yl)((S)-4-(7-(trifluoromethyl)pyrazolo[1,5-a]pyridin-2-yl)-6,7-dihydro-1H-imidazo[4,5-c]pyridin-5(4H)-yl)methanone